tert-butyl (5-((R)-1-(((R)-tert-butylsulfinyl)amino)ethyl)-2-fluoro-3-(trifluoromethyl)phenyl)carbamate C(C)(C)(C)[S@@](=O)N[C@H](C)C=1C=C(C(=C(C1)NC(OC(C)(C)C)=O)F)C(F)(F)F